Cl.NC1=C(C=C(C(=C1)N)C)OCC 2,4-DIAMINO-5-METHYL-PHENETOLE HCl